ClC=1C(=NC(=NC1)NC1=CC=C(C(=O)O)C=C1)NC1=C(C=CC=C1)P(=O)(C)C 4-((5-chloro-4-((2-(dimethylphosphinoyl)phenyl)amino)pyrimidin-2-yl)amino)benzoic acid